ClC1=C(C=C2C=C(N=CC2=C1)NC(=O)[C@@H]1[C@H](CC1)C#N)N1CCN(CC1)[C@@]1(COC[C@@H]1O)C (1S,2S)-N-[7-chloro-6-[4-((3R,4R)-4-hydroxy-3-methyl-tetrahydrofuran-3-yl)piperazin-1-yl]-3-isoquinolyl]-2-cyano-cyclobutanecarboxamide